N-(3,4-Dihydroxyphenyl)glutamine OC=1C=C(C=CC1O)N[C@@H](CCC(N)=O)C(=O)O